C1(=CC=CC=C1)C1=C2C=CC=CC2=C(C2=CC=CC=C12)C1=CC=C(C=C1)NC1=CC=CC=C1 N-(4-(10-phenylanthracen-9-yl)phenyl)aniline